(1R,2S,5S)-3-(diphenylcarbamoyl)-8-(1,2,3,4-tetrahydroisoquinoline-2-carbonyl)-3,8-diazabicyclo[3.2.1]octane-2-carboxylic acid C1(=CC=CC=C1)N(C(=O)N1[C@@H]([C@H]2CC[C@@H](C1)N2C(=O)N2CC1=CC=CC=C1CC2)C(=O)O)C2=CC=CC=C2